N-(1-(1-isopropyl-2-oxo-1,2-dihydrobenzo[cd]indol-6-yl)cyclopropyl)-2-methyl-5-(6-methyl-3,6-diazabicyclo[3.1.1]heptan-3-yl)benzamide C(C)(C)N1C(C2=C3C(C(=CC=C13)C1(CC1)NC(C1=C(C=CC(=C1)N1CC3N(C(C1)C3)C)C)=O)=CC=C2)=O